2-{4-[(3S)-3-aminopyrrolidin-1-yl]-5-(4,7-difluoro-1H-1,3-benzodiazol-2-yl)pyridin-3-yl}-6-fluorobenzonitrile N[C@@H]1CN(CC1)C1=C(C=NC=C1C1=NC2=C(N1)C(=CC=C2F)F)C2=C(C#N)C(=CC=C2)F